C(C)C1C(COC2=C(O1)C=CC=C2)=O ethyl-2H-1,5-benzodioxepin-3(4H)-one